BrC=1C(=CC=C2C=C(NC12)C(=O)N[C@H](C(=O)N[C@@H](C[C@H]1C(NCCC1)=O)C#N)CC1CC1)F 7-bromo-N-((S)-1-(((S)-1-cyano-2-((S)-2-oxopiperidin-3-yl)ethyl)amino)-3-cyclopropyl-1-oxopropan-2-yl)-6-fluoro-1H-indole-2-carboxamide